N[C@@H](CC(N)=O)C(=O)N1CC(C1)OC1=CC=2O[B-](CCC2C=C1)(O)O 8-[(1-L-asparaginylazetidin-3-yl)oxy]-4,4-dihydroxy-5-oxa-4-boranuidabicyclo[4.4.0]deca-1(6),7,9-triene